(2R)-4,4-difluoro-N-{4-[5-fluoro-7-methyl-3-(pyridin-2-yl)-1H-pyrrolo[3,2-b]pyridin-2-yl]pyridin-2-yl}-2-(4-fluorophenyl)butanamide FC(C[C@@H](C(=O)NC1=NC=CC(=C1)C1=C(C2=NC(=CC(=C2N1)C)F)C1=NC=CC=C1)C1=CC=C(C=C1)F)F